Cl.NC=1C=CC(=NC1)C=1N=NN(C1NC(OC(C)C=1C(=NC=CC1)Cl)=O)C 1-(2-chloropyridin-3-yl)ethyl (4-(5-aminopyridin-2-yl)-1-methyl-1H-1,2,3-triazol-5-yl)carbamate hydrochloride